C(C)C=1C=NC(=NC1)N1CCC(CC1)CCOCC1=CC(=C(C=C1)CC(=O)O)F 2-(4-((2-(1-(5-ethylpyrimidin-2-yl)piperidin-4-yl)ethoxy)methyl)-2-fluorophenyl)acetic acid